bis(2,4-di-t-butyl-phenyl)pentaerythritol diphosphite OP(O)OP(O)O.C(C)(C)(C)C1=C(C=CC(=C1)C(C)(C)C)C(O)(C(CO)(CO)CO)C1=C(C=C(C=C1)C(C)(C)C)C(C)(C)C